FC(F)(F)C=1C(=NC=CC1)O (trifluoromethyl)pyridin-2-ol